C(C(C)C)[C@H]1C(N(CCN1)[C@H](C(=O)N1CCC(CC1)CC(=O)OCC=C)CC(C)C)=O Allyl (1-{(S)-2-[(S)-3-isobutyl-2-oxo-1-piperazinyl]-4-methylvaleryl}-4-piperidyl)acetate